butane-1,2-dicarboxylic acid C(C(CC)C(=O)O)C(=O)O